FC1=C(C=CC=C1OC)C=1C(=C2C(=NC(=NN2C1)C=1N(C=CN1)C)NC1CC(C1)OC)C1=CC=CC=C1 (2-fluoro-3-methoxyphenyl)-N-((1r,3r)-3-methoxycyclobutyl)-2-(1-methyl-1H-imidazol-2-yl)-5-phenylpyrrolo[2,1-f][1,2,4]triazin-4-amine